C(C)C(CC)(O)C1=NC=2N(C(=C1)N[C@@H]1C[C@H](CC1)NC(OC(C)(C)C)=O)N=CC2 tert-butyl N-[(1S,3S)-3-[[5-(1-ethyl-1-hydroxy-propyl)pyrazolo[1,5-a]pyrimidin-7-yl]amino]cyclopentyl]carbamate